FCCCN1C[C@H](CC1)OC1=CC=C(C=C1)C1=C(CCOC2=C1C=CC(=C2)O)C2=CC=C1CCNC1=C2 5-[4-[(3S)-1-(3-Fluoropropyl)pyrrolidin-3-yl]oxyphenyl]-4-indolin-6-yl-2,3-dihydro-1-benzoxepin-8-ol